Methyl 1-phenylcyclopropanecarboxylate C1(=CC=CC=C1)C1(CC1)C(=O)OC